(R)-N-(1-(6-oxo-5-(trifluoromethyl)-1,6-dihydropyridin-3-yl)propoxy)-4-(5-(trifluoromethyl)pyrimidin-2-yl)piperazine-1-carboxamide O=C1C(=CC(=CN1)[C@@H](CC)ONC(=O)N1CCN(CC1)C1=NC=C(C=N1)C(F)(F)F)C(F)(F)F